Cl.C1(CC1)C=1C=C(OCCCCC2=CC(=C(C=C2)NC(=O)N2CCNCC2)F)C=CC1 N-(4-(4-(3-cyclopropylphenoxy)butyl)-2-fluorophenyl)piperazine-1-carboxamide hydrochloride